1-(5-(2-methoxynicotinyl)-4,5,6,7-tetrahydrothiazolo[5,4]pyridin-2-yl)-3-(6-(4-isopropyl-4H-1,2,4-triazol-3-yl)pyridin-2-yl)urea COC1=C(CC2NC3=C(CC2)SC(=N3)NC(=O)NC3=NC(=CC=C3)C3=NN=CN3C(C)C)C=CC=N1